C(C)(C)(C)N1CC(N(CC1)C1=NC(=CC=C1)Br)=O Tert-butyl-4-(6-bromopyridin-2-yl)-3-oxopiperazine